(4E,8E,12E,16E)-2-((4,5-dihydroxy-2-iodophenethyl)-amino)-2-oxoethyl 4,8,13,17,21-pentamethyl-docosa-4,8,12,16,20-pentaenoate C/C(/CCC(=O)OCC(=O)NCCC1=C(C=C(C(=C1)O)O)I)=C\CC\C(=C\CC\C=C(\CC\C=C(\CCC=C(C)C)/C)/C)\C